6-chloro-2-(3,5-dimethoxyanilino)pyrido[2,3-b]Pyrazine ClC=1C=CC=2C(=NC=C(N2)NC2=CC(=CC(=C2)OC)OC)N1